COC(C1=CC=C(C=C1)NC(C(CC1=CC=C(C=C1)N)N1C(C=C(C(=C1)OC)C1=C(C=CC(=C1)Cl)C(C)=O)=O)=O)=O 4-(2-(4-(2-acetyl-5-chlorophenyl)-5-methoxy-2-oxopyridin-1(2H)-yl)-3-(4-aminophenyl)propionylamino)benzoic acid methyl ester